3-(4-(4-nitrobenzyloxy)phenyl)propanamide [N+](=O)([O-])C1=CC=C(COC2=CC=C(C=C2)CCC(=O)N)C=C1